FC=1C=C(C(=O)NC2=CC=C(C=C2)N2CC3(CC3)CC2=O)C=C(C1O)C=O 3-fluoro-5-formyl-4-hydroxy-N-(4-(6-oxo-5-azaspiro[2.4]heptane-5-yl)phenyl)benzamide